ClC1=CC=C2C(=CNC2=C1)S(=O)(=O)NC1=CC(=C(C=C1)C#N)C 6-chloro-N-(4-cyano-3-methylphenyl)-1H-indole-3-sulfonamide